C(C)C1=NN(C=C1B1OC(C(O1)(C)C)(C)C)C1=CC=C(C=N1)NC(OC(C)(C)C)=O tert-Butyl N-[6-[3-ethyl-4-(4,4,5,5-tetramethyl-1,3,2-dioxaborolan-2-yl)pyrazol-1-yl]-3-pyridyl]carbamate